ClC=1C=C2C=CN(C(C2=CN1)=O)CC=1N=C2N(C=C(C=C2)CNCC2CCC2)C1 6-chloro-2-[(6-{[(cyclobutylmethyl)amino]methyl}imidazo[1,2-a]pyridin-2-yl)methyl]-1,2-dihydro-2,7-naphthyridin-1-one